C(C)N1N=CC(=C1)NC(=O)C=1C(=CC=2N(C1)C(=C(N2)C(O)(C2=C(C=CC=C2)F)C2=C(C=CC=C2)F)CC)OC 2-[Bis-(2-fluoro-phenyl)-hydroxymethyl]-3-ethyl-7-methoxy-imidazo[1,2-a]pyridine-6-carboxylic acid (1-ethyl-1H-pyrazol-4-yl)-amide